sodium hydroxymethacrylate OC=C(C(=O)[O-])C.[Na+]